methyl 6-bromo-4-[2-[(6-chloro-2-pyridyl)oxy]ethoxy]pyridine-3-carboxylate BrC1=CC(=C(C=N1)C(=O)OC)OCCOC1=NC(=CC=C1)Cl